CCC(=O)OCC=C.CCC(=O)OOC allyl methoxy di(methyl acetate)